COC1=CC(=NC=C1)N1N=CC(=C1)S(=O)(=O)NC=1C=CC=C2C=NN(C12)C 1-(4-methoxypyridin-2-yl)-N-(1-methylindazol-7-yl)pyrazole-4-sulfonamide